ClC1=C2C(=NC=C1)NCC2(CC)C=2C=C(C=CC2)N2C(CN(CC2)CCNC(=O)C2CCN(CC2)C=2C=C1C(N(C(C1=CC2)=O)C2C(NC(CC2)=O)=O)=O)=O N-{2-[4-(3-{4-chloro-3-ethyl-1H-pyrrolo[2,3-b]pyridin-3-yl}phenyl)-3-oxopiperazin-1-yl]ethyl}-1-[2-(2,6-dioxopiperidin-3-yl)-1,3-dioxoisoindol-5-yl]piperidine-4-carboxamide